N-[(1S)-1-Cyclopropyl-2-hydroxyethyl]-6-[6-(difluoromethyl)pyridin-3-yl]-2-(3-fluorophenyl)-3-oxo-2,3-dihydropyridazine-4-carboxamide C1(CC1)[C@@H](CO)NC(=O)C=1C(N(N=C(C1)C=1C=NC(=CC1)C(F)F)C1=CC(=CC=C1)F)=O